FC=1C=C2C=3CCCC(C3NC2=CC1)=O 6-fluoro-2,3,4,9-tetrahydro-1H-carbazol-1-one